C1(=CC=CC=C1)CCCNC(C1=CC(=CC=C1)NC1=NC=C(C=N1)C1=CC=CC=C1)=O N-(3-phenylpropyl)-3-[(5-phenylpyrimidin-2-yl)amino]benzamide